FC=1C=C(C(=O)NCC2CCC(CC2)N2N=C3C=C(C=CC3=C2)C=2N=NC(=CC2)C)C=C(C1O)F 3,5-difluoro-4-hydroxy-N-({(1r,4r)-4-[6-(6-methylpyridazin-3-yl)-2H-indazol-2-yl]cyclohexyl}methyl)benzamide